6-(5-{(1S)-1-[3-chloro-5-(1,1,2,2-tetrafluoroethoxy)benzamido]ethyl}-1H-1,2,4-triazol-1-yl)pyrimidine-4-carboxamide ClC=1C=C(C(=O)N[C@@H](C)C2=NC=NN2C2=CC(=NC=N2)C(=O)N)C=C(C1)OC(C(F)F)(F)F